phenyl-biphenylene C1(=CC=CC=C1)C1=CC=CC=2C3=CC=CC=C3C12